3-bromo-1,1'-biphenyl-2,2',3',4,4',5,5',6,6'-d9 BrC1=C(C(=C(C(=C1[2H])[2H])[2H])C1=C(C(=C(C(=C1[2H])[2H])[2H])[2H])[2H])[2H]